CC(C[C@@H](C(N[C@H](C=O)C[C@H]1C(NCC1)=O)=O)NC(C(C)(C)NC(OCC1=CC=CC=C1)=O)=O)(C)C benzyl (1-(((S)-4,4-dimethyl-1-oxo-1-(((S)-1-oxo-3-((S)-2-oxopyrrolidin-3-yl)propan-2-yl)amino)pentan-2-yl)amino)-2-methyl-1-oxopropan-2-yl)carbamate